5-[[2-[(2S,4aR,8aR)-2-methyl-3,4,4a,5,6,7,8,8a-octahydro-2H-quinolin-1-yl]-2-oxo-acetyl]amino]pyridine-3-carboxamide C[C@@H]1N([C@@H]2CCCC[C@@H]2CC1)C(C(=O)NC=1C=C(C=NC1)C(=O)N)=O